N-[(3-amino-4-bromophenyl)methyl]-N-(1,1-dioxo-2,3-dihydro-1lambda6-benzothiophen-7-yl)-6-(trifluoromethyl)pyridine-3-carboxamide NC=1C=C(C=CC1Br)CN(C(=O)C=1C=NC(=CC1)C(F)(F)F)C1=CC=CC=2CCS(C21)(=O)=O